4-ethyl-N-3-pyridinylbenzamide C(C)C1=CC=C(C(=O)NC=2C=NC=CC2)C=C1